C(CCC)[NH+]1C=CC=C1 1-butyl-pyrrolium